6,7-epoxyheptyl vinyl ether C(=C)OCCCCCC1CO1